C(C=C)(=O)O.C(C=C)(=O)O.C(C)O ethanol diacrylate